tertiary butylamine hydrochloride Cl.C(C)(C)(C)N